FC(OC1=CC=C(C=C1)NC1=NC=NC2=C1N=CN=C2NN=CC2=C(C=CC=C2)O)(F)F 2-((2-(8-((4-(trifluoromethoxy)phenyl)amino)pyrimido[5,4-d]pyrimidin-4-yl)hydrazineylidene)methyl)phenol